CN1C(=NN=C1)C1C(CC1)C=1C=C(N)C=CC1 3-(2-(4-methyl-4H-1,2,4-triazol-3-yl)cyclobutyl)aniline